ClC1=CC=C(CCN[C@H](C(=O)NC2=NC=C(C=C2)C=2C=NN(C2)C)C=2C=NN(C2)C)C=C1 |r| (S)- and (R)-2-((4-chlorophenethyl)amino)-2-(1-methyl-1H-pyrazol-4-yl)-N-(5-(1-methyl-1H-pyrazol-4-yl)pyridin-2-yl)acetamide